FC=1C=2N(C=C(C1OC(C)C)C(=O)NC=1C(N(C=CC1)C1C(C1)F)=O)C=C(N2)[C@@]21CO[C@@](C2)(C1)C (rac)-cis-8-fluoro-N-(1-(2-fluorocyclopropyl)-2-oxo-1,2-dihydropyridin-3-yl)-7-isopropoxy-2-(1-methyl-2-oxabicyclo[2.1.1]hex-4-yl)imidazo[1,2-a]pyridine-6-carboxamide